Triethylammonium 4-((1-(6-((1,3-dioxo-1,3,3a,4,7,7a-hexahydro-2H-4,7-epoxyisoindol-2-yl)oxy)hexanoyl)-4-((tris(4-methoxyphenyl)methoxy)methyl)piperidin-4-yl)methoxy)-4-oxobutanoate O=C1N(C(C2C3C=CC(C12)O3)=O)OCCCCCC(=O)N3CCC(CC3)(COC(C3=CC=C(C=C3)OC)(C3=CC=C(C=C3)OC)C3=CC=C(C=C3)OC)COC(CCC(=O)[O-])=O.C(C)[NH+](CC)CC